(S)-2-Ethoxy-3-(4-(2-(2-methyl-5-(4-(methylthio)phenyl)-1H-pyrrol-1-yl)ethoxy)phenyl)propanoic acid C(C)O[C@H](C(=O)O)CC1=CC=C(C=C1)OCCN1C(=CC=C1C1=CC=C(C=C1)SC)C